CC1=CC=C(C=C1)C(O)C1=NC=CC=C1 (4-methylphenyl)(2-pyridyl)methanol